FC=1C=CC=C(C(=O)N(C)C(C)C)C1 5-fluoro-N-isopropyl-N-methylbenzamide